5,5'-Dibromo-2,2'-bithiophene BrC1=CC=C(S1)C=1SC(=CC1)Br